(R)-4-(2-(6-hydroxymethyl-1H-indol-4-yl)-7-(methylsulfonyl)thieno[3,2-d]pyrimidin-4-yl)-3-methylmorpholine OCC1=CC(=C2C=CNC2=C1)C=1N=C(C2=C(N1)C(=CS2)S(=O)(=O)C)N2[C@@H](COCC2)C